C1(CC1)CNCC=1C=NC(=NC1)N1CCC(CC1)N1C2=C(N(C(C1=O)=O)C)C=C(C=N2)F 4-(1-(5-(((cyclopropylmethyl)amino)methyl)pyrimidin-2-yl)piperidin-4-yl)-7-fluoro-1-methyl-1,4-dihydropyrido[2,3-b]pyrazine-2,3-dione